(S)-3-(6-((1-(5-chloro-4-((1-ethyl-2-oxoindolin-5-yl)amino)pyrimidin-2-yl)piperidin-4-yl)amino)-1-methyl-1H-indazol-3-yl)piperidine-2,6-dione ClC=1C(=NC(=NC1)N1CCC(CC1)NC1=CC=C2C(=NN(C2=C1)C)[C@H]1C(NC(CC1)=O)=O)NC=1C=C2CC(N(C2=CC1)CC)=O